ClC1=CC=2C(=NN(N2)C2=C(C(=CC(=C2)C)C(C)(C)C)O)C=C1 2-[5-chloro-(2H)-benzotriazol-2-yl]-4-methyl-6-tert-butylphenol